tert-butyl (2R,4S)-2-(hydroxymethyl)-4-((4-(4-(trifluoromethyl)phenyl)phthalazin-1-yl)amino)pyrrolidine-1-carboxylate OC[C@@H]1N(C[C@H](C1)NC1=NN=C(C2=CC=CC=C12)C1=CC=C(C=C1)C(F)(F)F)C(=O)OC(C)(C)C